tert-butyl (1R,3S,5S)-3-[methyl[8-(1H-pyrazol-4-yl)-5H-chromeno[3,4-b]pyridin-3-yl]amino]-8-azabicyclo[3.2.1]octane-8-carboxylate CN(C1C[C@H]2CC[C@@H](C1)N2C(=O)OC(C)(C)C)C2=CC=C1C(=N2)COC=2C=C(C=CC21)C=2C=NNC2